(1r,4s)-4-[(3,5-dichlorophenyl)amino]-3',4'-dihydro-2'H-spiro[cyclohexane-1,1'-naphthalene]-4-carboxylic acid ClC=1C=C(C=C(C1)Cl)NC1(CCC2(CCCC3=CC=CC=C23)CC1)C(=O)O